NC1=NC=CC=C1C1=NC=2C(=NC(=CC2)C2=CC=CC=C2)N1C1=CC=C(CN2C[C@@H](N(CC2)C(=O)C2=CC(=C(C=O)C=C2)O)C)C=C1 (S)-4-(4-(4-(2-(2-aminopyridin-3-yl)-5-phenyl-3H-imidazo[4,5-b]pyridin-3-yl)benzyl)-2-methylpiperazine-1-carbonyl)-2-hydroxybenzaldehyde